2-(4-vinylphenyl) ethylene oxide C(=C)C1=CC=C(C=C1)C1CO1